[1-[6-methyl-2-(2-methylpyrazolo[3,4-c]pyridin-5-yl)-4-oxo-chromen-8-yl]ethylamino]benzoic acid CC=1C=C2C(C=C(OC2=C(C1)C(C)NC1=C(C(=O)O)C=CC=C1)C1=CC=2C(C=N1)=NN(C2)C)=O